(3S,4R,5R,6S)-1-[5-(4-biphenylylmethoxy)pentyl]-3,4,5,6-azepanetetrol C1(=CC=C(C=C1)COCCCCCN1C[C@@H]([C@H]([C@@H]([C@H](C1)O)O)O)O)C1=CC=CC=C1